6-chloro-2-(2-fluorophenyl)-5-(2-methoxyphenoxy)pyrimidin-4-amine ClC1=C(C(=NC(=N1)C1=C(C=CC=C1)F)N)OC1=C(C=CC=C1)OC